(3S)-3-((2S)-2-(((2-(3-chlorophenyl)-2-methyl-1-(naphthalene-2-yl)propoxy)carbonyl)amino)-3-cyclohexylpropanamido)-2-oxo-4-((S)-2-oxopyrrolidin-3-yl)butanoic acid ClC=1C=C(C=CC1)C(C(OC(=O)N[C@H](C(=O)N[C@H](C(C(=O)O)=O)C[C@H]1C(NCC1)=O)CC1CCCCC1)C1=CC2=CC=CC=C2C=C1)(C)C